BrC1=NN=C(N1)C1(CC1)C(F)(F)F 3-Bromo-5-[1-(trifluoromethyl)cyclopropyl]-4H-1,2,4-triazole